[1,5-bis[[tert-butyl(dimethyl)silyl]oxy-dideuterio-methyl]-8-oxabicyclo[3.2.1]octa-2,6-dien-3-yl] trifluoromethanesulfonate FC(S(=O)(=O)OC1=CC2(C=CC(C1)(O2)C([2H])([2H])O[Si](C)(C)C(C)(C)C)C([2H])([2H])O[Si](C)(C)C(C)(C)C)(F)F